(4-Amino-2-oxabicyclo[2.2.2]octan-1-yl)methanol Trifluoroacetate Salt FC(C(=O)O)(F)F.NC12COC(CC1)(CC2)CO